1-(4-chloro-3-fluorophenyl)-3-(3-fluoro-5-(quinoxaline-6-carbonyl)phenyl)urea ClC1=C(C=C(C=C1)NC(=O)NC1=CC(=CC(=C1)C(=O)C=1C=C2N=CC=NC2=CC1)F)F